FC1([C@H](C1)C(O)C1=NC=NN1)F [(R)-2,2-Difluorocyclopropyl](1H-1,2,4-triazol-5-yl)methanol